(5RS,8RS)-2-{[3-fluoro-2-(trifluoromethyl)pyridin-4-yl]methyl}-8-methyl-3-oxo-2,3,5,6,7,8-hexahydro[1,2,4]triazolo[4,3-a]pyridine-5-carboxylate FC=1C(=NC=CC1CN1N=C2N([C@H](CC[C@H]2C)C(=O)[O-])C1=O)C(F)(F)F |r|